2-((4-methylthiazol-5-yl)amino)-5-(trifluoromethyl)-benzoic acid CC=1N=CSC1NC1=C(C(=O)O)C=C(C=C1)C(F)(F)F